[Si](C)(C)(C(C)(C)C)OC1C([C@@H](O[C@@H]1C=C)N1C2=NC=NC(=C2N=C1)NC(C1=CC=CC=C1)=O)OC N-[9-[(2R,5R)-4-[tert-butyl(dimethyl)silyl]oxy-3-methoxy-5-vinyl-tetrahydrofuran-2-yl]purin-6-yl]benzamide